1-((2-(difluoromethyl)-2H-tetrazol-5-yl)(thiophen-3-yl)methyl)piperazine hydrochloride Cl.FC(N1N=C(N=N1)C(N1CCNCC1)C1=CSC=C1)F